ClC=1N=CC2=C(N1)C(=CN2C)C=2CCOCC2 2-chloro-7-(3,6-dihydro-2H-pyran-4-yl)-5-methyl-5H-pyrrolo[3,2-d]pyrimidine